ethyl 1,5-dimethyl-4-(pyrimidin-2-ylmethyl)pyrazole-3-carboxylate CN1N=C(C(=C1C)CC1=NC=CC=N1)C(=O)OCC